COC(=O)C=1SC(=CC1)CN1C(N(C2=NC(=NC=C12)N)[C@@H]1O[C@@H](C[C@H]1OC(C)=O)COC(C)=O)=O Methyl-5-((9-((2R,3R,5S)-3-acetoxy-5-(acetoxymethyl)tetrahydrofuran-2-yl)-2-amino-8-oxo-8,9-dihydro-7H-purin-7-yl)methyl)thiophen-2-carboxylat